FC1(CCC(CC1)[C@@H](C(=O)NC1=CC=C(C=C1)C=1C(=[N+](C=CC1C)[O-])C)NC(=O)C1=CC=NN1CC)F (S)-3-(4-(2-(4,4-difluorocyclohexyl)-2-(1-ethyl-1H-pyrazole-5-carboxamido)acetamido)phenyl)-2,4-dimethylpyridine 1-oxide